(S)-N-(5-(1-(2-amino-2-oxoethyl)-1H-pyrazol-4-yl)pyridin-2-yl)-2-((2-(4-cyanophenyl)propyl)amino)-2-phenylacetamide NC(CN1N=CC(=C1)C=1C=CC(=NC1)NC([C@H](C1=CC=CC=C1)NCC(C)C1=CC=C(C=C1)C#N)=O)=O